2-naphthalenecarbonitrile C1=C(C=CC2=CC=CC=C12)C#N